C1CNCCC12C(NCCCC2)=O 3,8-diazaspiro[5.6]dodecane-7-one